8-((4-(4-chlorobenzyl)piperazin-1-yl)methyl)-2-(3,4-dimethoxyphenyl)-5,7-dihydroxy-6-methoxy-4H-chromen-4-one ClC1=CC=C(CN2CCN(CC2)CC=2C(=C(C(=C3C(C=C(OC23)C2=CC(=C(C=C2)OC)OC)=O)O)OC)O)C=C1